tri(2,4,6-trimethylphenyl)-phosphine CC1=C(C(=CC(=C1)C)C)P(C1=C(C=C(C=C1C)C)C)C1=C(C=C(C=C1C)C)C